2,6-DIOXO-3,6-DIHYDROPYRIMIDIN O=C1NC(C=CN1)=O